allyl N-[(5R)-5-(allyloxycarbonylamino)-6-[4-hydroxy-3-(hydroxy-methyl)anilino]-6-oxo-hexyl]carbamate C(C=C)OC(=O)N[C@H](CCCCNC(OCC=C)=O)C(=O)NC1=CC(=C(C=C1)O)CO